NC1=NC=CC=C1S(=O)(=O)NC(=O)C=1C(=NC(=CC1)C1=CC=C(C=C1)O)N1C(C[C@@H](C1)C)(C)C N-[(2-Amino-3-pyridyl)sulfonyl]-6-(4-hydroxyphenyl)-2-[(4S)-2,2,4-trimethylpyrrolidin-1-yl]pyridin-3-carboxamid